COC[C@@H]1C[C@H](C1)NC1=NN2C(C=N1)=C(C=C2)C2=CC=1C(=NC=CN1)N=C2 N-(trans-3-(methoxymethyl)cyclobutyl)-5-(pyrido[2,3-b]pyrazin-7-yl)pyrrolo[2,1-f][1,2,4]triazin-2-amine